4-chloro-N-cyclopropyl-3-(3,5-dichloro-pyridin-2-yl)-N-(2-methoxy-phenyl)-benzamide ClC1=C(C=C(C(=O)N(C2=C(C=CC=C2)OC)C2CC2)C=C1)C1=NC=C(C=C1Cl)Cl